(5-methoxy-2-(methoxymethyl)phenyl)boronic acid COC=1C=CC(=C(C1)B(O)O)COC